C1(CCC1)C(C(C(=O)NC1=CC=C(C=C1)C=1C(=NNC1C)C)NC(=O)C=1N(N=CC1)CC)C1CCC1 N-[1-[di(cyclobutyl)methyl]-2-[4-(3,5-dimethyl-1H-pyrazol-4-yl)anilino]-2-oxo-ethyl]-2-ethyl-pyrazole-3-carboxamide